methyl 2-((1S,4r)-4-((S)-4-(tert-butoxycarbonyl)-2-(methoxymethyl)piperazin-1-yl)cyclohexyl)-5-(2,2,2-trifluoroacetamido)-2H-indazole-6-carboxylate C(C)(C)(C)OC(=O)N1C[C@H](N(CC1)C1CCC(CC1)N1N=C2C=C(C(=CC2=C1)NC(C(F)(F)F)=O)C(=O)OC)COC